CC1=CC(=C(C(=C1F)N)F)F m-aminotrifluorotoluene